C(C1=CC=CC=C1)C1C(N(CS1)C1=C(C=CC=C1)OC)=O (Z)-5-benzyl-3-(2-methoxyphenyl)thiazolidin-4-one